(E)-1-[4-(propan-2-yl)phenyl]-N-(4H-1,2,4-triazol-4-yl)methanimine CC(C)C1=CC=C(C=C1)\C=N\N1C=NN=C1